C(C)(C)C1=C(NC2=CC=C(C=C12)C1CCN(CC1)C1C(CNCC1)C)C1=C2C(=NC=C1)NN=C2 4-(3-isopropyl-5-(3'-methyl-[1,4'-bipiperidin]-4-yl)-1H-indol-2-yl)-1H-pyrazolo[3,4-b]pyridine